4-(2,2-Dimethyl-2H-1,3-Benzodioxol-5-yl)-3,6-dihydropyridine-1(2H)-carboxylic acid tert-butyl ester C(C)(C)(C)OC(=O)N1CCC(=CC1)C1=CC2=C(OC(O2)(C)C)C=C1